α-amino-α-methylsuccinic acid NC(C(=O)O)(CC(=O)O)C